N-(5-(1-acryloyl-5-(trifluoromethyl)piperidine-3-carboxamido)pyridin-2-yl)-6-(1H-pyrazol-5-yl)picolinamide C(C=C)(=O)N1CC(CC(C1)C(F)(F)F)C(=O)NC=1C=CC(=NC1)NC(C1=NC(=CC=C1)C1=CC=NN1)=O